CN1C=NC=C1C(=O)ON=CC1=C(C=CC=C1)C 2-Methylbenzaldehyde-O-(1-methyl-1H-imidazole-5-carbonyl) oxime